C(#N)C1=CC(=C(C=C1C#N)N)N 4,5-dicyano-phenylenediamine